OC(C)C(C(C)O)CO 2,4-dihydroxy-3-hydroxymethylpentane